6-(3-amino-6-bromo-5-fluoropyrazin-2-yl)-4-fluoroisoquinolin-1(2H)-one NC=1C(=NC(=C(N1)F)Br)C=1C=C2C(=CNC(C2=CC1)=O)F